The molecule is a seven-membered oligopeptide comprising Arg, Pro, Pro, Gly, Phe, Ser, and Pro residues joined in sequence by peptide bonds. It is a metabolite of bradykinin lacking the Phe residue at position 8 and the Arg residue at position 9. It has a role as a human metabolite and a rat metabolite. It is a conjugate base of a [des-Phe(8), des-Arg(9)]-bradykinin(1+). C1C[C@H](N(C1)C(=O)[C@@H]2CCCN2C(=O)[C@H](CCCN=C(N)N)N)C(=O)NCC(=O)N[C@@H](CC3=CC=CC=C3)C(=O)N[C@@H](CO)C(=O)N4CCC[C@H]4C(=O)O